C(C)C1=C(C=CC=C1)C1C2=C(NC(=C1C(=O)OC)CF)COC2=O methyl 4-(2-ethylphenyl)-2-(fluoromethyl)-5-oxo-1,4,5,7-tetrahydrofurano[3,4-b]pyridine-3-carboxylate